N(CCO)(CCO)CCO.P(=O)(O)(O)O.C(=CC1=CC=CC=C1)C1=C(C(=C(C=C1)OC1=C(C(=C(C=C1)C=CC1=CC=CC=C1)C=CC1=CC=CC=C1)C=CC1=CC=CC=C1)C=CC1=CC=CC=C1)C=CC1=CC=CC=C1 tristyrylphenyl ether phosphate triethanolamine salt